(E)-3-(naphthalen-2-yl)-N-(2-oxo-2-(pyridin-3-ylamino)ethyl)acrylamide C1=C(C=CC2=CC=CC=C12)/C=C/C(=O)NCC(NC=1C=NC=CC1)=O